1,3,3,5-Tetramethyl-5-(3-methylbut-2-en-1-yl)octahydrobenzo[c]isoxazol CN1OC(C2C1CCC(C2)(CC=C(C)C)C)(C)C